amino-pyrimidin-4-yl-carbamate NN(C([O-])=O)C1=NC=NC=C1